1-(4-(((6-(3-(2-(4-(((1-acetylpiperidin-4-yl)amino)methyl)-3-methoxyphenyl)-3-chloropyridin-4-yl)-2-fluorophenyl)-2-methoxypyridin-3-yl)methyl)amino)piperidin-1-yl)ethan-1-one C(C)(=O)N1CCC(CC1)NCC1=C(C=C(C=C1)C1=NC=CC(=C1Cl)C=1C(=C(C=CC1)C1=CC=C(C(=N1)OC)CNC1CCN(CC1)C(C)=O)F)OC